2-[4-[2-[1-(5-chloropyrimidin-2-yl)-4-piperidyl]ethoxycarbonyl]-2-fluoro-phenyl]acetic acid ClC=1C=NC(=NC1)N1CCC(CC1)CCOC(=O)C1=CC(=C(C=C1)CC(=O)O)F